COC1=C(C=C(C=C1)C1(CC1)CO)C1=CC=C2C=NC(=NC2=C1)NC1=C(C=C2CCNCC2=C1)OC [1-(4-methoxy-3-{2-[(6-methoxy-1,2,3,4-tetrahydroisoquinolin-7-yl)amino]quinazolin-7-yl}phenyl)cyclopropyl]methanol